NC1=NC(=NC=C1)N1C[C@@H]([C@H](CC1)OCCOC)O |r| trans-racemic-(3S,4S)-1-(4-aminopyrimidin-2-yl)-4-(2-methoxyethoxy)piperidin-3-ol